1-[3-(difluoromethoxy)phenyl]-5-oxo-N-(pyridin-2-ylmethyl)pyrrolidine-3-carboxamid FC(OC=1C=C(C=CC1)N1CC(CC1=O)C(=O)NCC1=NC=CC=C1)F